(2R)-2-(2-(4-bromophenyl)-4-(4-fluorophenyl)oxazol-5-yl)-3-(2-(2-oxoindol-6-yl)ethyl)oxazolid BrC1=CC=C(C=C1)C=1OC(=C(N1)C1=CC=C(C=C1)F)[C-]1OC=CN1CCC=1C=CC2=CC(N=C2C1)=O